1-(4-morpholinyl-benzyl)-1H-1,2,3-triazole N1(CCOCC1)C1=CC=C(CN2N=NC=C2)C=C1